P(=O)(=O)S(=O)[O-] mono-phosphothionate